O=C1NC(CCC1N1C(C2=C3C(C(=CC=C13)C1C(CN(CC1)CC(=O)O)(F)F)=CC=C2)=O)=O 2-[4-[1-(2,6-dioxo-3-piperidyl)-2-oxo-benzo[cd]indol-6-yl]-3,3-difluoro-1-piperidyl]acetic acid